NC=1NC(C=C(N1)C1=NN(C=C1CN1N=CC=C1)C)=O 2-amino-4-[1-methyl-4-(pyrazol-1-ylmethyl)pyrazol-3-yl]-1H-pyrimidin-6-one